C(CCC)[Sn](SC1SCC1)(SC1SCC1)SC1SCC1 butyltri(thietanylthio)tin